ClCC(=O)N1C(C=2C(=NC=3C=CC(=CC3C2C1=O)S(=O)(=O)N1C(CCC1)[N+](=O)[O-])C)=O 2-(2-chloroacetyl)-4-methyl-8-[(2-nitro-1-pyrrolidinyl)sulfonyl]-1H-pyrrolo[3,4-c]quinoline-1,3(2H)-dione